(1-methyl-2,3-dihydro-1H-pyrido[2,3-b][1,4]oxazin-6-yl)ethan-1-ol CN1C2=C(OCC1)N=C(C=C2)C(C)O